BrC1=C(C=2C(N(CC(C2N1)CC1CC1)C)=O)C1=CC=C(C=C1)F 2-Bromo-7-(cyclopropylmethyl)-3-(4-fluorophenyl)-5-methyl-1,5,6,7-tetrahydro-4H-pyrrolo[3,2-c]pyridin-4-one